(S)-4-(4-fluorophenoxy)-N-(7-((4-hydroxy-1-methylpiperidin-4-yl)ethynyl)-5-methyl-4-oxo-2,3,4,5-tetrahydrobenzo[b][1,4]oxazepin-3-yl)picolinamide FC1=CC=C(OC2=CC(=NC=C2)C(=O)N[C@@H]2C(N(C3=C(OC2)C=CC(=C3)C#CC3(CCN(CC3)C)O)C)=O)C=C1